N1-(2-aminoethyl)benzene-1,3-diamine NCCNC1=CC(=CC=C1)N